benzyl (3-methylthietan-3-yl)carbamate CC1(CSC1)NC(OCC1=CC=CC=C1)=O